phloroglucinol digluconate O=C([C@H](O)[C@@H](O)[C@H](O)[C@H](O)CO)OC1=CC(OC(=O)[C@H](O)[C@@H](O)[C@H](O)[C@H](O)CO)=CC(O)=C1